C1(=CC=CC=C1)C1=NC2=CC=CC=C2C=C1.C1(=CC=CC=C1)C1=NC2=CC=CC=C2C=C1.[Ir+3] iridium(III) Bis(2-phenylquinoline)